C1=CC=C(C=C1)[C@@H](C(=O)[O-])[NH3+] The molecule is an L-alpha-amino acid zwitterion obtained by transfer of a proton from the carboxy to the amino group of L-alpha-phenylglycine; major species at pH 7.3. It is a tautomer of a L-alpha-phenylglycine.